BrC1=CN=C(C=C1CN[C@@H](CCOC1CC(C1)CCC1=NC=2NCCCC2C=C1)C(=O)O)O N-(5-bromo-2-hydroxyisonicotinyl)-O-((1r,3r)-3-(2-(5,6,7,8-tetrahydro-1,8-naphthyridin-2-yl)ethyl)cyclobutyl)-L-homoserine